6-allyl-N-[2-(4-methylpiperazin-1-yl)phenyl]-6H-pyrimido[5,4-c][2,1]benzothiazin-2-amine 5,5-dioxide C(C=C)N1S(C2=C(C3=C1C=CC=C3)N=C(N=C2)NC2=C(C=CC=C2)N2CCN(CC2)C)(=O)=O